2-((tert-butyldimethylsilyl)ethynyl)-4-methyl-5-(4,4,5,5-tetramethyl-1,3,2-dioxaborolan-2-yl)pyrimidine [Si](C)(C)(C(C)(C)C)C#CC1=NC=C(C(=N1)C)B1OC(C(O1)(C)C)(C)C